CC=1N(C=CN1)C1=CC=C(C=N1)CNC(CCC(CN1N=NC(=C1)C1(CCC(CC1)(C)C)O)(F)F)=O N-{[6-(2-methyl-1-imidazolyl)-3-pyridyl]methyl}4,4-difluoro-5-[4-(1-hydroxy-4,4-dimethylcyclohexyl)-1H-1,2,3-triazol-1-yl]valeramide